2-allyl-1-[6-(1-methyl-4-piperidyloxy)-2-pyridyl]-6-(1-propyl-1H-indazol-5-ylamino)-1,2-dihydro-3H-1,2,5,7-tetraazainden-3-one C(C=C)N1N(C2=NC(=NC=C2C1=O)NC=1C=C2C=NN(C2=CC1)CCC)C1=NC(=CC=C1)OC1CCN(CC1)C